triphenyl(phenylmethyl)-phosphonium C1(=CC=CC=C1)[P+](CC1=CC=CC=C1)(C1=CC=CC=C1)C1=CC=CC=C1